(R)-1-(4-((5-(1-(2,2-difluoroethyl)-1H-benzo[d][1,2,3]triazol-6-yl)-4-methoxypyrrolo[2,1-f][1,2,4]triazin-2-yl)amino)-3,3-difluoropiperidin-1-yl)-2-methylpropan-2-ol FC(CN1N=NC2=C1C=C(C=C2)C=2C=CN1N=C(N=C(C12)OC)N[C@H]1C(CN(CC1)CC(C)(O)C)(F)F)F